NC=1C2=C(N=CN1)N(C(=C2C2=CC=C(C=C2)OC2=CC=CC=C2)C#CC2CN(C2)C(CCl)=O)C(C)C 1-(3-((4-amino-7-isopropyl-5-(4-phenoxyphenyl)-7H-pyrrolo[2,3-d]pyrimidin-6-yl)ethynyl)azetidin-1-yl)-2-chloroethan-1-one